O1C=CC=2C(=NC=CC21)C2=CC=C(C(=O)NC1C[C@H]3CC(C[C@H]3C1)O)C=C2 4-(furo[3,2-c]pyridin-4-yl)-N-[(2r,3aR,5r,6aS)-5-hydroxyoctahydropentalen-2-yl]benzamide